4-[6-(4-Cyano-2,6-dimethyl-benzyl)-3-hydroxy-pyridin-2-yl]-4-oxo-butyric acid ethyl ester C(C)OC(CCC(=O)C1=NC(=CC=C1O)CC1=C(C=C(C=C1C)C#N)C)=O